C1(CCCCC1)[C@@H](C(=O)N1CCN(CC1)C(=O)C1=CC(=NN1C)C1CC1)NC([C@H](C)NC)=O (S)-N-((S)-1-cyclohexyl-2-(4-(3-cyclopropyl-1-methyl-1H-pyrazole-5-carbonyl)piperazin-1-yl)-2-oxoethyl)-2-(methylamino)propanamide